7-methoxychroman hydrochloride Cl.COC1=CC=C2CCCOC2=C1